4-(4-chloro-7-(pyridin-3-yl)-6,7-dihydro-5H-pyrrolo[2,3-d]pyrimidin-2-yl)morpholine tert-butyl-3-bromo-7-chloro-1H-indazole-1-carboxylate C(C)(C)(C)OC(=O)N1N=C(C2=CC=CC(=C12)Cl)Br.ClC=1C2=C(N=C(N1)N1CCOCC1)N(CC2)C=2C=NC=CC2